N-[5-(4-aminophenyl)-1-trityl-1H-indazol-3-yl]-1-methylpiperidine-4-carboxamide NC1=CC=C(C=C1)C=1C=C2C(=NN(C2=CC1)C(C1=CC=CC=C1)(C1=CC=CC=C1)C1=CC=CC=C1)NC(=O)C1CCN(CC1)C